FC1=CC=C(C=C1)C=1N(C=CC(C1)=O)C(C)C (4-fluorophenyl)-1-isopropyl-4-oxo-pyridine